(1H-pyrazol-3-yl)carboxamide N1N=C(C=C1)C(=O)N